n-butyl-2-isopropyl-3,4-epoxy-5-methylcyclohexylcarboxylate C(CCC)C1(C(C2C(C(C1)C)O2)C(C)C)C(=O)[O-]